4-azidopiperidine-1,2-dicarboxylate N(=[N+]=[N-])C1CC(N(CC1)C(=O)[O-])C(=O)[O-]